7-hydroxy-2-(2-hydroxyphenyl)chromen-4-one OC1=CC=C2C(C=C(OC2=C1)C1=C(C=CC=C1)O)=O